4-bromo-3,6-difluoro-2-nitroaniline BrC1=C(C(=C(N)C(=C1)F)[N+](=O)[O-])F